4-(benzofuran-2-yl)-9-(β-D-ribofuranosyl)-9H-pyrido[2',3':4,5]pyrrolo[2,3-d]pyrimidine O1C(=CC2=C1C=CC=C2)C=2C1=C(N=CN2)N(C2=C1N=CC=C2)[C@H]2[C@H](O)[C@H](O)[C@H](O2)CO